CS(=O)(=O)C1=NC=C(C=N1)C#CCCCC(=O)NCC#C 6-(2-(methylsulfonyl)pyrimidin-5-yl)-N-(prop-2-yn-1-yl)hex-5-yneamide